6-[(6-bromo-2-pyridyl)oxymethyl]-5-[3-[tert-butyl(dimethyl)silyl]oxyprop-1-ynyl]pyridine-3-carbonitrile BrC1=CC=CC(=N1)OCC1=C(C=C(C=N1)C#N)C#CCO[Si](C)(C)C(C)(C)C